[2-(3,4-Dihydro-1H-isoquinolin-2-yl)-ethyl]-furan-2-ylmethyl-amine C1N(CCC2=CC=CC=C12)CCNCC=1OC=CC1